phenyl(4-morpholinopyrido[3',2':4,5]furo[3,2-d]pyrimidin-2-yl)carbamate hydrochloride Cl.C1(=CC=CC=C1)N(C(O)=O)C=1N=C(C2=C(N1)C1=C(O2)N=CC=C1)N1CCOCC1